CN(CCN(CCC(=O)OCCSSCCCCCCCCCCCC)CCC(=O)OCCSSCCCCCCCCCCCC)CCNCCC(OCCSSCCCCCCCCCCCC)=O bis(2-(dodecyldisulfanyl)ethyl) 3,3'-((3-methyl-9-oxo-10-oxa-13,14-dithia-3,6-diazahexacosyl)azanediyl)dipropionate